NC=1C=2N(C=CN1)C(=NC2C)[C@@H](C)C=2C(=C(C(=O)N[C@@H]1[C@@H](CCC1)O)C(=C(C2)Cl)F)OC(C)C 3-((S)-1-(8-amino-1-methylimidazo[1,5-a]pyrazin-3-yl)ethyl)-5-chloro-6-fluoro-N-((1S,2R)-2-hydroxycyclopentyl)-2-isopropoxybenzamide